N-(6-chlorobenzo[d]thiazol-2-yl)-2-((4-oxo-2-(p-tolyl)-4H-chromen-3-yl)oxy)acetamide ClC1=CC2=C(N=C(S2)NC(COC2=C(OC3=CC=CC=C3C2=O)C2=CC=C(C=C2)C)=O)C=C1